3-(dimethylsulfamoyl)-4-(6-methoxyhexylamino)benzoic acid CN(S(=O)(=O)C=1C=C(C(=O)O)C=CC1NCCCCCCOC)C